(R)-1-phenylethyl (3R,4S)-4-allyl-3-azido-1-(2-((2-((tert-butoxycarbonyl)amino)ethyl)amino)-3,4-dioxocyclobut-1-en-1-yl)pyrrolidine-3-carboxylate C(C=C)[C@@H]1[C@@](CN(C1)C1=C(C(C1=O)=O)NCCNC(=O)OC(C)(C)C)(C(=O)O[C@H](C)C1=CC=CC=C1)N=[N+]=[N-]